2-fluoro-6-[(3-methoxybenzyl)amino]-9-(oxepan-2-yl)-9H-purine FC1=NC(=C2N=CN(C2=N1)C1OCCCCC1)NCC1=CC(=CC=C1)OC